methyl 4-(5-cyano-3-methyl-1H-pyrazol-1-yl)benzoate C(#N)C1=CC(=NN1C1=CC=C(C(=O)OC)C=C1)C